2-([6-((2,2-difluoro-6-azaspiro[3.4]octan-6-yl)methyl)imidazo[1,2-a]pyridin-2-yl]methyl)-5-(7-oxa-2-azaspiro[3.5]nonan-2-yl)-1,2-dihydro-2,7-naphthyridin-1-one FC1(CC2(C1)CN(CC2)CC=2C=CC=1N(C2)C=C(N1)CN1C(C2=CN=CC(=C2C=C1)N1CC2(C1)CCOCC2)=O)F